FC1=C(C=CC=C1)N1CCN(CC1)CC1=CC=C(CC=2C=3C4=C(C(N(C4=CC2)C2C(NC(CC2)=O)=O)=O)C=CC3)C=C1 3-(6-(4-((4-(2-fluorophenyl)piperazin-1-yl)methyl)benzyl)-2-oxobenzo[cd]indol-1(2H)-yl)piperidine-2,6-dione